C(CCC)OCCCCCN 5-butoxypentanamine